Cl.O=C1N(CCN1C1=CC(=CC=C1)OC)C=1C=C(C=CC1)C[C@H](C(=O)O)[C@@H]1CNCC1 (2S)-3-[3-[2-oxo-3-[3-(methoxy)phenyl]imidazolidin-1-yl]phenyl]-2-[(3R)-pyrrolidin-3-yl]propanoic acid hydrochloride